C(C1=CC=CC=C1)(=O)NC(=N)NC(C=CC1=CC=CC=C1)=O N-Benzoyl-N'-cinnamoylguanidin